COC1=C(C=CC(=C1)OC)N1CCCN(S1(=O)=O)CC(=O)NC1C2CC3(CC(CC1C3)C2)C(=O)N 4-(2-(6-(2,4-dimethoxyphenyl)-1,1-dioxido-1,2,6-thiadiazinan-2-yl)acetamido)adamantan-1-carboxamide